trans-3-octadecene-1,1-dicarboxylic acid C(C\C=C\CCCCCCCCCCCCCC)(C(=O)O)C(=O)O